(2S)-N-(7,8-dichloro-1,5,5-trimethyl-2-oxo-1,2,3,4,5,6-hexahydroazepino[4,5-b]indol-10-yl)-2-hydroxypropanamide ClC1=C(C=C(C=2C3=C(NC12)C(CNC(C3C)=O)(C)C)NC([C@H](C)O)=O)Cl